C(C=C)(=O)N1CCN(CC1)C1=C(C(=NC2=C(N=CC=C12)OC1=C(C=CC=C1O)F)O[C@@H]1CN(C[C@H]1OC)C)C#N 4-(4-Propenoylpiperazin-1-yl)-8-(2-fluoro-6-hydroxyphenoxy)-2-(((3R,4R)-4-methoxy-1-methylpyrrolidin-3-yl)oxy)-1,7-naphthyridine-3-carbonitrile